[[1-(4-chlorophenyl)-1-phenyl-ethyl]-methyl-amino] (2S)-2-[(3-hydroxy-4-methoxy-pyridine-2-carbonyl) amino]propanoate OC=1C(=NC=CC1OC)C(=O)N[C@H](C(=O)ON(C)C(C)(C1=CC=CC=C1)C1=CC=C(C=C1)Cl)C